tert-Butyl (1R)-5-bromo-6-methoxy-1-methyl-3,4-dihydro-1H-isoquinoline-2-carboxylate BrC1=C2CCN([C@@H](C2=CC=C1OC)C)C(=O)OC(C)(C)C